N-(6-(1-methyl-1H-pyrazol-4-yl)isoquinolin-3-yl)-2-(pyrrolidin-1-yl)acetamide CN1N=CC(=C1)C=1C=C2C=C(N=CC2=CC1)NC(CN1CCCC1)=O